C(C)OC(=O)C=1C=NC2=CC=C(C=C2C1NC1=C(C(=O)O)C=CC=C1)OC(F)(F)F 2-[[3-ethoxycarbonyl-6-(trifluoromethoxy)-4-quinolinyl]amino]benzoic acid